OC(CN1CCC(CC1)NC1=C2C=C(N(C2=CC=C1)CC(F)(F)F)C#CCNC1=C(C=C(C(=O)N)C=C1)OC)CO 4-{[3-(4-{[1-(2,3-dihydroxypropyl)-piperidin-4-yl]amino}-1-(2,2,2-trifluoroethyl)-1H-indol-2-yl)prop-2-yn-1-yl]amino}-3-methoxybenzamide